cyclopropyl-2-iodobenzene C1(CC1)C1=C(C=CC=C1)I